[Ca+2].C(C)C1CC(C(CC1)C(=O)[O-])C(=O)[O-] 4-ethylcyclohexane-1,2-dicarboxylic acid, calcium salt